4-cyclohexylresorcinol C1(CCCCC1)C1=C(C=C(O)C=C1)O